C[C@H](C=O)CCCC(=C)C (2S)-2,6-dimethyl-6-heptenal